COC1=CC=C(C=C1)C(CNC1=CC=CC=C1)(N)C1=CC=CC=C1 1-(4-methoxyphenyl)-N2,1-diphenylethane-1,2-diamine